C(C1=CC=CC=C1)C1=CC=C(O[C@@H]2CN(CC2)CC(=O)N2[C@@H](CCC2)C#N)C=C1 (S)-1-(2-((S)-3-(4-Benzylphenoxy)pyrrolidin-1-yl)acetyl)pyrrolidin-2-carbonitril